Cl.Cl.ClC1=C(C(=O)N(C)C)C=CC(=C1)NC1CN(C1)C1CCNCC1 2-chloro-N,N-dimethyl-4-(1-(piperidin-4-yl)azetidin-3-ylamino)benzamide dihydrochloride